2-(3-hydroxypropoxy)-4-[3-[4-(trifluoromethyl)anilino]pyrazin-2-yl]benzoic acid OCCCOC1=C(C(=O)O)C=CC(=C1)C1=NC=CN=C1NC1=CC=C(C=C1)C(F)(F)F